4-bromo-7-[(4-bromo-1H-indazol-7-yl)disulfanyl]-1H-indazole BrC1=C2C=NNC2=C(C=C1)SSC=1C=CC(=C2C=NNC12)Br